C1(CC1)C[C@@H](C(=O)N[C@@H](C[C@H]1C(NCCC1)=O)C(CO)=O)NC(C(=O)NC1=C(C=CC=C1)C)=O N1-((S)-3-cyclopropyl-1-(((S)-4-hydroxy-3-oxo-1-((S)-2-oxopiperidin-3-yl)butan-2-yl)amino)-1-oxopropan-2-yl)-N2-(o-tolyl)oxalamide